1-[3-(3-chloro-2-piperazin-1-yl-6-quinolinyl)phenyl]-N,N-dimethyl-methylamine dihydrochloride Cl.Cl.ClC=1C(=NC2=CC=C(C=C2C1)C=1C=C(C=CC1)CN(C)C)N1CCNCC1